{[(4-fluorophenyl)methyl]amino}-N-{4-[(4-pyridylcarbonylamino)methyl]phenyl}carboxamide FC1=CC=C(C=C1)CNC(=O)NC1=CC=C(C=C1)CNC(=O)C1=CC=NC=C1